dipentaerythritol dimethacrylate C(C(=C)C)(=O)OCC(COC(C(=C)C)=O)(COCC(CO)(CO)CO)CO